C(CCCCCCCCCC)OC(CCCCCNCCO)=O.OCCNCCCCCC(=O)OCCCCCCCCCCC undecyl 6-((2-hydroxyethyl)amino)hexanoate Undecyl-6-((2-hydroxyethyl)amino)hexanoate